4,4,4-trifluoro-1-(3-isobutoxy-1-oxa-2,8-diazaspiro[4.5]dec-2-en-8-yl)butan-1-one FC(CCC(=O)N1CCC2(CC(=NO2)OCC(C)C)CC1)(F)F